N-(3-chloro-4-fluorophenyl)-4-(5-hydroxy-5-(1-methyl-3-nitro-1H-pyrazol-5-yl)octahydropentalen-2-yl)-1-methyl-1H-imidazole-5-carboxamide ClC=1C=C(C=CC1F)NC(=O)C1=C(N=CN1C)C1CC2CC(CC2C1)(C1=CC(=NN1C)[N+](=O)[O-])O